BrCC(=O)C1=C(C(=NC=C1)NC(C)=O)OC N-(4-(2-bromoacetyl)-3-methoxypyridin-2-yl)acetamide